bis(2,6-dimethoxybenzoyl)-2-phenylpropylphosphine oxide COC1=C(C(=O)P(CC(C)C2=CC=CC=C2)(C(C2=C(C=CC=C2OC)OC)=O)=O)C(=CC=C1)OC